[3-(5-cyclopropyl-1,2,4-oxadiazol-3-yl)phenyl](2-ethyl-2,3-dihydro-4H-1,4-benzoxazin-4-yl)-methanone C1(CC1)C1=NC(=NO1)C=1C=C(C=CC1)C(=O)N1CC(OC2=C1C=CC=C2)CC